C(C(=C)C)(=O)OC1C(N(C(CC1=N)(C)C)C)(C)C 1,2,2,6,6-pentamethyl-4-iminopiperidinyl methacrylate